FC(C1=CC=C(C[C@@H]2[C@@H]([C@H](OC2)C2=CC(=C(C(=C2)OC)OC)OC)COC(\C(=C/C)\C)=O)C=C1)(F)F (Z)-((2S,3R,4R)-4-(4-(trifluoromethyl)benzyl)-2-(3,4,5-trimethoxyphenyl)tetrahydrofuran-3-yl)methyl-2-methylbut-2-enoate